Cl.Cl.CN(C(=O)C1=NN2C(CNCCC2)=C1)C N,N-dimethyl-5,6,7,8-tetrahydro-4H-pyrazolo[1,5-a][1,4]diazepine-2-carboxamide, bis-hydrochloride